tert-Butyl 2-phenyl-5-(trifluoromethoxy)piperidine-1-carboxylate C1(=CC=CC=C1)C1N(CC(CC1)OC(F)(F)F)C(=O)OC(C)(C)C